C(C)(C)(C)C1=NN(C=N1)C1=C(C=C(C=C1)C(=O)N1CCN(CC1)C=1OC=2C(=NC(=CC2)Cl)N1)C (4-(3-(tert-butyl)-1H-1,2,4-triazol-1-yl)-3-methylphenyl)(4-(5-chlorooxazolo[4,5-b]pyridin-2-yl)piperazin-1-yl)methanone